CC(C(=O)O[C@H]1[C@H](O[C@@H]([C@H]([C@@H]1OC(C(C)(C)C)=O)OC(C(C)(C)C)=O)COC(C(C)(C)C)=O)CC(C)C)(C)C (2R,3S,4R,5R,6R)-2-isobutyl-6-((pivaloyloxy)methyl)tetrahydro-2H-pyran-3,4,5-triyl tris(2,2-dimethylpropanoate)